3-bromo-11H-benzo[b]fluorenone BrC1=CC=2C=3C=C4C(=CC3CC2C(C1)=O)C=CC=C4